FC(S(=O)(=O)[O-])(F)F.[Y+3].FC(S(=O)(=O)[O-])(F)F.FC(S(=O)(=O)[O-])(F)F Yttrium(III) trifluoromethanesulfonate